4-[[(7R)-8-cyclopentyl-7-ethyl-5-methyl-6-oxo-7H-pteridin-2-yl]amino]-3-methoxy-N-[1-(4-piperidylmethyl)-4-piperidyl]benzamide C1(CCCC1)N1[C@@H](C(N(C=2C=NC(=NC12)NC1=C(C=C(C(=O)NC2CCN(CC2)CC2CCNCC2)C=C1)OC)C)=O)CC